n-hexenal C(C=CCCC)=O